C(#N)C=1C=C(C=CC1F)C=1C=CC2=C(C=3N(CCC2)N=C2C3CN(CC2)C(=O)N)N1 3-Cyano-4-fluorophenyl-6,7,10,11-tetrahydro-5H-pyrido[2,3-c]pyrido-[4',3':3,4]pyrazolo[1,5-a]azepine-12(13H)-carboxamide